[Na].NC=1C(=NC(=CN1)N1C=NC=C1)C(=O)NC1CCC(CC1)OC 3-amino-6-(1H-imidazol-1-yl)-N-((1r,4r)-4-methoxycyclohexyl)pyrazine-2-carboxamide sodium